FC1=CC=C(C=C1C1=CC(=C(C=C1)C)C)C1=NN(C=C1CC1=CC=C(C=C1)S(N)(=O)=O)C=1SC=C(N1)C(=O)O 2-(3-(6-fluoro-3',4'-dimethyl-[1,1'-biphenyl]-3-yl)-4-(4-sulfamoylbenzyl)-1H-pyrazol-1-yl)thiazole-4-carboxylic acid